Cl[Pb](Cl)(Cl)Cl tetrachlorolead